3-bromo-2-chloro-N,N-diphenylaniline BrC=1C(=C(N(C2=CC=CC=C2)C2=CC=CC=C2)C=CC1)Cl